3-((4-(5-chloro-3-methyl-2-(piperidin-4-ylmethoxy)phenyl)pyrrolo[2,1-f][1,2,4]triazin-6-yl)methyl)-6,6-dimethyl-3-azabicyclo[3.1.0]hexane-2,4-dione hydrochloride Cl.ClC=1C=C(C(=C(C1)C1=NC=NN2C1=CC(=C2)CN2C(C1C(C1C2=O)(C)C)=O)OCC2CCNCC2)C